(1R,2R,5R)-2-(6-benzamido-9H-purin-9-yl)-5-((bis(4-methoxyphenyl)(phenyl)methoxy)methyl)cyclopent-3-en-1-yl (2-cyanoethyl) diisopropylphosphoramidite C(C)(C)N(P(O[C@H]1[C@@H](C=C[C@@H]1COC(C1=CC=CC=C1)(C1=CC=C(C=C1)OC)C1=CC=C(C=C1)OC)N1C2=NC=NC(=C2N=C1)NC(C1=CC=CC=C1)=O)OCCC#N)C(C)C